CCCCC=CCCCC Deca-5-en